N-(1-methylazacyclobutane-3-yl)-2-(trifluoromethyl)benzamide tert-butyl-3-[(6-hydroxy-4-oxo-quinazolin-3-yl)methyl]-1-oxa-8-azaspiro[4.5]decane-8-carboxylate C(C)(C)(C)OC(=O)N1CCC2(CC(CO2)CN2C=NC3=CC=C(C=C3C2=O)O)CC1.CN1CC(C1)NC(C1=C(C=CC=C1)C(F)(F)F)=O